FC(C1=C(C=CC(=N1)C1=NC=CC=C1C=1C=CC=2N(C1)C(=CN2)C#N)F)F 6-(6'-(Difluoromethyl)-5'-fluoro-[2,2'-bipyridin]-3-yl)imidazo[1,2-a]pyridin-3-carbonitril